(1-(benzyloxy)propan-2-yl)oxy-3-fluoro-4-iodopyridine C(C1=CC=CC=C1)OCC(C)OC1=NC=CC(=C1F)I